N[C@H](C(=O)O)CCN ls-2,4-diaminobutyric acid